NC=1N=C(SC1C(C1=CC=CC=C1)=O)N(C1=C(C=C(C=C1F)F)F)C(C(=O)N)C (N-(4-Amino-5-benzoylthiazol-2-yl)-2,4,6-trifluoroanilino)propanamid